NC1CN(C1)C1=CC2=C(N=C(N=C2N[C@@H](C)C=2SC(=CC2)C2=C(C=CC=C2)CN(C)C)C)C=N1 6-(3-aminoazetidin-1-yl)-N-[(1S)-1-(5-{2-[(dimethylamino)methyl]phenyl}thiophen-2-yl)-ethyl]-2-methylpyrido[3,4-d]pyrimidin-4-amine